7-(5-chloropyrimidin-2-yl)oxy-3-methyl-1-(4,4,4-trifluorobutyl)indazole ClC=1C=NC(=NC1)OC=1C=CC=C2C(=NN(C12)CCCC(F)(F)F)C